1-docosanoyl-2-eicosanoyl-glycero-3-phosphoserine C(CCCCCCCCCCCCCCCCCCCCC)(=O)OCC(OC(CCCCCCCCCCCCCCCCCCC)=O)COP(=O)(O)OC[C@H](N)C(=O)O